ClC=1C=C(C=CC1Cl)C1(CC(N(C1)C(=O)OC(C)(C)C)CO)O tert-butyl 4-(3,4-dichlorophenyl)-4-hydroxy-2-(hydroxymethyl)pyrrolidine-1-carboxylate